2-(1H-indole-2-yl)-1,3,4-oxadiazole N1C(=CC2=CC=CC=C12)C=1OC=NN1